C12CCCC(CCC1)B2NCCC N-[9-borabicyclo[3.3.1]non-9-yl]-propylamine